2-(di-tert.-butylphosphino)-2',4',6'-triisopropyl-3,6-dimethoxy-1,1'-biphenyl C(C)(C)(C)P(C1=C(C(=CC=C1OC)OC)C1=C(C=C(C=C1C(C)C)C(C)C)C(C)C)C(C)(C)C